NC1=NC=2C=CC(=CC2C2=C1COC2)C(=O)N2[C@H](COCC2)C2=CC=C(C=C2)Cl (4-amino-1,3-dihydrofuro[3,4-c]quinolin-8-yl)-[(3S)-3-(4-chlorophenyl)morpholin-4-yl]methanone